C(C#C)OC(C(C)OS(=O)(=O)C)=O 2-(methylsulfonyloxy)propionic acid 2-propynyl ester